(1S,2S)-N-[(E)-2-(3-chlorophenyl)-4-hydroxy-but-2-enyl]-2-phenyl-cyclopropanecarboxamide ClC=1C=C(C=CC1)/C(/CNC(=O)[C@@H]1[C@H](C1)C1=CC=CC=C1)=C\CO